1-(5-fluoropyridin-2-yl)-6-methyl-1,4-dihydropyrazine-2,3-dione FC=1C=CC(=NC1)N1C(C(NC=C1C)=O)=O